(6Z)-N-vanillyl-8-methyl-6-nonenamide C(C1=CC(OC)=C(O)C=C1)NC(CCCC\C=C/C(C)C)=O